2-methyl-N-(quinolin-8-yl)-6-(3-(thiophen-3-yl)oct-2-en-1-yl)benzamide tert-butyl-6-(6-((2-(2,6-dioxopiperidin-3-yl)-1,3-dioxoisoindolin-4-yl)oxy)hexanamido)hexanoate C(C)(C)(C)OC(CCCCCNC(CCCCCOC1=C2C(N(C(C2=CC=C1)=O)C1C(NC(CC1)=O)=O)=O)=O)=O.CC1=C(C(=O)NC=2C=CC=C3C=CC=NC23)C(=CC=C1)CC=C(CCCCC)C1=CSC=C1